4-amino-N-(4-(4-amino-2-(ethoxymethyl)-1H-imidazo[4,5-c]quinolin-1-yl)butyl)-3-fluorobenzamide NC1=C(C=C(C(=O)NCCCCN2C(=NC=3C(=NC=4C=CC=CC4C32)N)COCC)C=C1)F